ClC=1N=C(C(N(C1)C1CCN(CC1)C)=O)N1C(COCC1)C 5-chloro-3-(3-methylmorpholinyl)-1-(1-methylpiperidin-4-yl)pyrazin-2(1H)-one